CN(CCOC1=C(C=CC(=C1)C1=CN=CO1)NC(=O)C1COC2=CC=CC=C2C1)C N-(2-(2-(dimethylamino)ethoxy)-4-(oxazol-5-yl)phenyl)chroman-3-carboxamide